methyltri(methyl-butynyloxy)silane C[Si](OC#CC(C)C)(OC#CC(C)C)OC#CC(C)C